FC1=C(C(=CC=C1)F)C1=CC=C(N(N1)NC1=NC=C(C(=C1)F)N1CCOCC1)C(=O)O.C1(CCCCC1)C1=C(C=CC(=C1C1CCCCC1)C1=CC=C(C=C1)O)C1=CC=C(C=C1)O 2,3-dicyclohexyl-1,4-bis(4-hydroxyphenyl)benzene 6-(2,6-Difluorophenyl)-2-((4-fluoro-5-morpholinopyridin-2-yl)amino)pyridazine-3-carboxylate